C(#N)[C@H](CC1=CC=C(C=C1)C1=CC=C2C=NN(C2=C1)C)NC(=O)[C@H]1OCNC1 (S)-N-((S)-1-cyano-2-(4-(1-methyl-1H-indazol-6-yl)phenyl)ethyl)-1,4-oxazolidine-2-carboxamide